tellurium tin germanium [Ge].[Sn].[Te]